O[C@H]1C[C@H]2[C@H]([C@H]([C@H]3[C@@H]4CC[C@H]([C@@H](CCCC(C)C)C)[C@]4(CC[C@@H]3[C@]2(CC1)C)C)O)CC 3α,7α-dihydroxy-6α-ethyl-5β-cholestan